(R)-8-amino-N-(1,1-dioxo-2,3-dihydrothiophen-3-yl)-7-isopropyl-2-oxo-1,2-dihydroquinoline-3-carboxamide NC=1C(=CC=C2C=C(C(NC12)=O)C(=O)N[C@H]1CS(C=C1)(=O)=O)C(C)C